C(CC)OC1=C(C(=O)O)C=CC=C1 propoxybenzoic acid